C1(CCCC1)C=1C=NC(=NC1)NC(C1=C(C=CC(=C1)[N+](=O)[O-])SC1NC(NC1)=O)=O N-(5-cyclopentylpyrimidin-2-yl)-5-nitro-2-[(2-oxoimidazolidin-4-yl)sulfanyl]benzamide